C(C=1C(C(=O)[O-])=CC=CC1)(=O)OCC(CCCC)CC mono(2-ethyl-hexyl) phthalate